COC(C1=CC(=CC(=C1)OCC(C)(C)OC)C=1SC(=CN1)Cl)=O 3-(5-chloro-1,3-thiazol-2-yl)-5-(2-methoxy-2-methylpropoxy)benzoic acid methyl ester